C(C)OC(=O)C=1OC2=C(C1C)C=C(C=C2)S(NCCC=2SC=CC2)(=O)=O 3-methyl-5-(N-(2-(thiophen-2-yl)ethyl)sulfamoyl)benzofuran-2-carboxylic acid ethyl ester